SC1=CC=C(CNC(=O)N2CN(CCC2)C=2C=3C(N=CN2)=NN(C3)C3=CC=C(C=C3)C(F)(F)F)C=C1 N-(4-mercaptobenzyl)-3-(2-(4-(trifluoromethyl)phenyl)-2H-pyrazolo[3,4-d]pyrimidin-4-yl)tetrahydropyrimidine-1(2H)-carboxamide